2-(3-fluorophenyl)-N-[(2R)-1-hydroxy-4-methoxybut-2-yl]-3-oxo-6-[4-(trifluoromethyl)phenyl]-2,3-dihydropyridazine-4-carboxamide FC=1C=C(C=CC1)N1N=C(C=C(C1=O)C(=O)N[C@@H](CO)CCOC)C1=CC=C(C=C1)C(F)(F)F